(4R)-1-[(2S)-2-azido-3-methylbutanoyl]-4-hydroxy-N-{(1R)-2-hydroxy-1-[4-(4-methyl-1,3-oxazol-5-yl)phenyl]ethyl}-L-prolinamide N(=[N+]=[N-])[C@H](C(=O)N1[C@@H](C[C@H](C1)O)C(=O)N[C@@H](CO)C1=CC=C(C=C1)C1=C(N=CO1)C)C(C)C